C(C)(C)(C)OC(=O)N1[C@H](CC[C@@H](C1)NC1=NC2=CC=C(C=C2C=N1)Cl)C=1OC(=NN1)OCCOC(F)(F)F (2r,5s)-5-(6-chloroquinazolin-2-ylamino)-2-{5-[2-(trifluoromethoxy)ethoxy]-1,3,4-oxadiazol-2-yl}piperidine-1-carboxylic acid tert-butyl ester